8-(m-tolyloxymethyl)-tetracyclo[4.4.0.12,5.17,10]-3-dodecene C1(=CC(=CC=C1)OCC1C2C3C4C=CC(C3C(C1)C2)C4)C